5-methyl-4-(4,4,5,5-tetramethyl-1,3,2-dioxaborolan-2-yl)-1-tosyl-1H-indazole CC=1C(=C2C=NN(C2=CC1)S(=O)(=O)C1=CC=C(C)C=C1)B1OC(C(O1)(C)C)(C)C